tert-Butyl 4-(2-(tert-butyldimethylsilyl)-4-(((tert-butyldimethylsilyl)oxy)methyl)thiazol-5-yl)-4-hydroxypiperidine-1-carboxylate [Si](C)(C)(C(C)(C)C)C=1SC(=C(N1)CO[Si](C)(C)C(C)(C)C)C1(CCN(CC1)C(=O)OC(C)(C)C)O